[1,1'-bis-(diphenylphosphino)-ferrocene] palladium (II) dichloride [Pd](Cl)Cl.C1(=CC=CC=C1)P([C-]1C=CC=C1)C1=CC=CC=C1.[C-]1(C=CC=C1)P(C1=CC=CC=C1)C1=CC=CC=C1.[Fe+2]